C(C)N(C1=CC=C2C=C(C(OC2=C1)(C)C)C=C)CC N,N-diethyl-2,2-dimethyl-3-vinyl-2H-chromen-7-amine